FC1(NC(C2=CC=C(C=C12)NC1=NC=C(C(=C1)N[C@H](CO)C1=CC=CC=C1)C1=NC(=NO1)C12CCN(CC1)CC2)=O)F (S)-3,3-difluoro-5-((4-((2-hydroxy-1-phenylethyl)amino)-5-(3-(quinuclidin-4-yl)-1,2,4-oxadiazol-5-yl)pyridin-2-yl)amino)isoindolin-1-one